C(CCCCCCCCCCCCCCCCCCC)C(C(=O)O)(C[C@@H](C)[C@H]1CC[C@H]2[C@@H]3CCC4CCCC[C@]4(C)[C@H]3CC[C@]12C)N arachidyl-aminocholanic acid